(7-fluoro-2-formyl-indan-5-yl)propanamide FC=1C=C(C=C2CC(CC12)C=O)C(C(=O)N)C